N-(4-formylphenyl)-N-methyl-benzenesulfonamide C(=O)C1=CC=C(C=C1)N(S(=O)(=O)C1=CC=CC=C1)C